benzyl-4-(cyanomethyl)piperidine-4-carbonitrile C(C1=CC=CC=C1)N1CCC(CC1)(C#N)CC#N